(S)-2-(4-((4-methylmorpholin-2-yl)methyl)-7,8-dihydro-5H-pyrano[3,4-d]pyridazin-1-yl)-5-(trifluoromethyl)phenol CN1C[C@@H](OCC1)CC=1N=NC(=C2C1COCC2)C2=C(C=C(C=C2)C(F)(F)F)O